(S)-N-(5-(sec-butyl)-1H-pyrazol-3-yl)-6-((1-methylpiperidin-4-yl)oxy)pyrazin-2-amine [C@H](C)(CC)C1=CC(=NN1)NC1=NC(=CN=C1)OC1CCN(CC1)C